tribenzylsulfonium C(C1=CC=CC=C1)[S+](CC1=CC=CC=C1)CC1=CC=CC=C1